N1C[C@H](CC1)CN1CCC(CC1)O (S)-1-(pyrrolidin-3-ylmethyl)piperidin-4-ol